CN1N=CC=C1NC1=NC=CC(=N1)C1=CC(NC=C1)=O 4-(2-((1-methyl-1H-pyrazol-5-yl)amino)pyrimidin-4-yl)pyridin-2(1H)-one